heptafluorodecanediol FC(C(C(C(O)(O)F)(F)F)(F)F)(CCCCCC)F